FC1(CCN(CC1)CC1=CC(=NC(=C1)C(F)(F)F)N1C(C2=CC(=CC=C2C1)C1(COC1)CC1=NN=CN1C)=O)F 2-(4-((4,4-Difluoropiperidin-1-yl)methyl)-6-(trifluoromethyl)pyridin-2-yl)-6-(3-((4-methyl-4H-1,2,4-triazol-3-yl)methyl)oxetan-3-yl)isoindolin-1-one